C(#N)CC1(C(CN(CC1)CC1=CC=C(C=C1)C1=NN(C=C1)CC)F)N1N=C(C(=C1)C(=O)N)NC(=O)C1CC1 1-[4-(cyanomethyl)-1-[[4-(1-ethylpyrazol-3-yl)phenyl]methyl]-3-fluoro-4-piperidyl]-3-(cyclopropanecarbonylamino)pyrazole-4-carboxamide